2,4-dimethylcyclopentanone CC1C(CC(C1)C)=O